NC1=NN2C(N=C(C=C2)C=2C=C3CN(C(C3=C(C2)C(F)(F)F)=O)[C@@H](C)C2CC2)=C1C(=O)N[C@H]1CNC(C1)=O 2-amino-5-{2-[(1S)-1-cyclopropylethyl]-1-oxo-7-(trifluoromethyl)-2,3-dihydro-1H-isoindol-5-yl}-N-[(3R)-5-oxopyrrolidin-3-yl]pyrazolo[1,5-a]pyrimidine-3-carboxamide